ClC=1C2=C(SC1C(O)C1=C(C=C(C=C1C)F)C)C=C(C=C2)F (3-chloro-6-fluorobenzo[b]thiophen-2-yl)(4-fluoro-2,6-dimethylphenyl)methanol